5-(benzyloxy)-7-methylbicyclo[4.2.0]oct-1(6),2,4-trien-7-ol C(C1=CC=CC=C1)OC1=CC=CC=2CC(C12)(O)C